C[C@@H]1CN(CCC1)CC1=C2C(=NC(=C1)C(=O)NC1=CC(=CC=C1)C1(CC(C1)CC#N)C1=NN=CN1C)SC=N2 7-{[(3S)-3-methylpiperidin-1-yl]methyl}-N-{3-[(1s,3s)-3-(cyanomethyl)-1-(4-methyl-1,2,4-triazol-3-yl)cyclobutyl]phenyl}-[1,3]thiazolo[5,4-b]pyridine-5-carboxamide